2-Dodecylphenanthrene C(CCCCCCCCCCC)C1=CC=2C=CC3=CC=CC=C3C2C=C1